5-(3,4-dihydroxybenzylidene)-1-methyl-3-phenyl-2-selenoxoimidazolidin-4-one OC=1C=C(C=C2C(N(C(N2C)=[Se])C2=CC=CC=C2)=O)C=CC1O